3-[(2,4-Difluorophenyl)(4,7,8-trihydroxy-2-oxochromen-3-yl)methyl]-4,7,8-trihydroxy-2H-chromen-2-one FC1=C(C=CC(=C1)F)C(C=1C(OC2=C(C(=CC=C2C1O)O)O)=O)C=1C(OC2=C(C(=CC=C2C1O)O)O)=O